N,N-bis(3-methoxybenzyl)-4-((2-(2-(piperidin-1-yl)ethoxy)ethoxy)methyl)thiazol-2-amine COC=1C=C(CN(C=2SC=C(N2)COCCOCCN2CCCCC2)CC2=CC(=CC=C2)OC)C=CC1